CN(CCCCCCCCC\C=C/CCCCCCCC)CCSSC1=CC=CC=C1 (Z)-N-methyl-N-(2-(phenyldisulfanyl)ethyl)nonadeca-10-en-1-amine